O=C1NC(CCC1C1=CC(=NC=C1)NC1CCC(CC1)C(=O)O)=O (1r,4r)-4-{[4-(2,6-dioxopiperidin-3-yl)pyridin-2-yl]amino}cyclohexane-1-carboxylic acid